FC1=CC=C(C=C1)CSC1=CC(=NN1C(=O)C=1N=CSC1)C1C(C(N(C1)CC(=O)N1CCOCC1)=O)C(F)(F)F 4-(5-{[(4-fluorophenyl)methyl]sulfanyl}-1-(1,3-thiazole-4-carbonyl)-1H-pyrazol-3-yl)-1-[2-(morpholin-4-yl)-2-oxoethyl]-3-(trifluoromethyl)pyrrolidin-2-one